Cis-4-amino-N-methyl-N-(1-methyl-7-(trifluoromethyl)isochroman-4-yl)imidazo[1,5-a]quinoxaline-8-carboxamide NC=1C=2N(C3=CC(=CC=C3N1)C(=O)N([C@H]1CO[C@H](C3=CC(=CC=C13)C(F)(F)F)C)C)C=NC2